glucopyranosyl-pyran C1([C@H](O)[C@@H](O)[C@H](O)[C@H](O1)CO)C1OC=CC=C1